[(S)-1-(1-methyl-2-oxo-6-phenyl-2,3-dihydro-1H-azepin-3-ylcarbamoyl)-ethyl]-carbamic acid tert-butyl ester C(C)(C)(C)OC(N[C@@H](C)C(NC1C(N(C=C(C=C1)C1=CC=CC=C1)C)=O)=O)=O